[6-(3-cyclopropyl-1H-1,2,4-triazol-5-yl)-2-azaspiro[3.3]heptan-2-yl]-[6-[[1-(2,2,2-trifluoroethyl)pyrazol-4-yl]methyl]-2-azaspiro[3.3]heptan-2-yl]methanone C1(CC1)C1=NNC(=N1)C1CC2(CN(C2)C(=O)N2CC3(C2)CC(C3)CC=3C=NN(C3)CC(F)(F)F)C1